NC1=NC=NN2C1=CC=C2[C@H]2[C@@H]([C@@H]([C@@](O2)(C#N)COP(=O)(OC2=CC=CC=C2)O[C@H](C(=O)OCC(CC)CC)C)O)O 2-Ethylbutyl (2S)-2-(((((2R,3S,4R,5S)-5-(4-aminopyrrolo[2,1-f][1,2,4]triazin-7-yl)-2-cyano-3,4-dihydroxytetrahydrofuran-2-yl)methoxy)(phenoxy) phosphoryl)oxy)propanoate